(E)-3-[3-[(4-Chlorophenoxy)methyl]-4-methoxyphenyl]-1-(2,4-dihydroxyphenyl)prop-2-en-1-one ClC1=CC=C(OCC=2C=C(C=CC2OC)/C=C/C(=O)C2=C(C=C(C=C2)O)O)C=C1